C(C)(C)(C)OC(=O)N1CCC(CC1)C(C(=O)O)(F)F 2-(1-(tert-butoxycarbonyl)piperidin-4-yl)-2,2-difluoroacetic acid